ClC=1C=NN(C(C1Cl)=O)CC(=O)NC=1C=CC(=C(C1)S(=O)(=O)NCCC1=CC=C(C(=O)O)C=C1)C 4-[2-[[5-[[2-(4,5-dichloro-6-oxo-pyridazin-1-yl)acetyl]amino]-2-methyl-phenyl]sulfonylamino]ethyl]benzoic acid